N1C=CC2=C(C=CC=C12)C1=CN=C2C(=N1)N(C=N2)C(C)C=2C(=C1C=C(C=NC1=CC2F)C=2C=NN(C2)C)F 6-(1-(6-(1H-indol-4-yl)-1H-imidazo[4,5-b]pyrazin-1-yl)ethyl)-5,7-difluoro-3-(1-methyl-1H-pyrazol-4-yl)quinoline